5-Fluoro-6-(2-methoxyethoxy)-3-(3-{4-[(3R)-3-(methoxymethyl)morpholine-4-carbonyl]phenyl}-1,2-oxazol-5-yl)-1H-indazole FC=1C=C2C(=NNC2=CC1OCCOC)C1=CC(=NO1)C1=CC=C(C=C1)C(=O)N1[C@@H](COCC1)COC